C(#C)C1=CC(NC(=C1)C(F)(F)F)=O 4-ethynyl-6-(trifluoromethyl)pyridin-2(1H)-one